BrC1=C(C=C2C(=NC=NC2=C1F)N1CC2N(C(C1)C2)C(=O)OC(C)(C)C)Cl tert-Butyl 3-(7-bromo-6-chloro-8-fluoro-quinazolin-4-yl)-3,6-diazabicyclo[3.1.1]heptane-6-carboxylate